N-(pyrrolidin-3-yl)quinolin-4-amine hydrochloride Cl.N1CC(CC1)NC1=CC=NC2=CC=CC=C12